2-chloro-5-iodo-7-methyl-7H-pyrrolo[2,3-d]pyrimidine ClC=1N=CC2=C(N1)N(C=C2I)C